FC1(CCC(CC1)C1=C(C(=O)OC(C)(C)C)C(=CC=C1)COCC1CNCC12CN(C2)C(=O)C2(CC2)C(F)(F)F)F tert-butyl 2-(4,4-difluorocyclohexyl)-6-(((2-(1-(trifluoromethyl)cyclopropane-1-carbonyl)-2,6-diazaspiro[3.4]octan-8-yl)methoxy)methyl)benzoate